4-methoxy-6-(4-oxocyclohexyl)pyridin-2-yl trifluoromethanesulfonate FC(S(=O)(=O)OC1=NC(=CC(=C1)OC)C1CCC(CC1)=O)(F)F